O(S(=O)(=O)C(F)(F)F)C1=C(C(=C(C=C1)C=1C(=NN(C1)CC=1N=NN(C1)COCC[Si](C)(C)C)C)F)F [2,3-difluoro-4-[3-methyl-1-[[1-(2-trimethylsilylethoxymethyl) triazol-4-yl] methyl] pyrazol-4-yl] phenyl] triflate